C1(CCCC1)N1N=CC2=CC=C(C=C12)[N+](=O)[O-] cyclopentyl-6-nitro-1H-indazole